FC1=CC=C(C=C1)C1=C(C=C(C(=C1)C1=NN(C=C1)C)CNC(OC(C)(C)C)=O)OC tert-butyl ((4'-fluoro-2-methoxy-5-(1-methyl-1H-pyrazol-3-yl)-[1,1'-biphenyl]-4-yl)methyl)carbamate